(Z)-4-bromo-2-(1,3-dithian-2-yl)phenyl 3-(2-chloro-pyridin-4-yl)acrylate ClC1=NC=CC(=C1)\C=C/C(=O)OC1=C(C=C(C=C1)Br)C1SCCCS1